Ethyl (2R)-2-methyl-5-oxo-cyclopentanecarboxylate C[C@H]1C(C(CC1)=O)C(=O)OCC